3-fluoro-2-hydroxy-4-(3H-imidazo[4,5-c]pyridin-2-yl)benzoic acid FC=1C(=C(C(=O)O)C=CC1C1=NC2=C(C=NC=C2)N1)O